cis-3-heptenecarboxylic acid C(C\C=C/CCC)C(=O)O